C1(=CC=CC=C1)C(C1=CC=CC=C1)=NC1=CC=C(C=C1)C1(CCN(CC1)C)O 4-(4-((diphenylmethylene)amino)phenyl)-1-methylpiperidin-4-ol